C(C(=C)C)(=O)O.FC(C(C(C(F)(F)F)(F)F)(F)F)(C=C)F 2-(perfluorobutyl) ethylene methacrylate